N[C@H](C(CCN1C[C@H](N(CC1)C(=O)OC(C)(C)C)C(=O)OC)(C)C)C(=O)OCC1=CC=CC=C1 (S)-1-tert-butyl 2-methyl 4-((R)-4-amino-5-(benzyloxy)-3,3-dimethyl-5-oxopentyl)piperazine-1,2-dicarboxylate